ClC=1C(=C(C=CC1)NC1=C(NC2=C1C(NCC2)=O)C2=CC=NC1=C2N=C(N=C1)OC)C(F)(F)F 3-{[3-chloro-2-(trifluoromethyl)phenyl]amino}-2-{2-methoxypyrido[3,2-d]pyrimidin-8-yl}-1H,5H,6H,7H-pyrrolo[3,2-c]pyridin-4-one